CC(=C[C@H]1[C@H](C(N1)=O)O[Si](C(C)C)(C(C)C)C(C)C)C (3R,4S)-4-(2-methylpropan-1-en-1-yl)-3-((triisopropylsilyl)oxy)azetidin-2-one